(2,4-di-tert-butyl-5-methylphenyl)-4,4'-biphenyl diphosphonate P(=O)(O)OP(=O)O.C(C)(C)(C)C1=C(C=C(C(=C1)C(C)(C)C)C)C1=CC=C(C=C1)C1=CC=CC=C1